(4-(5-amino-3-methyl-6-phenylpyridin-2-yl)phenyl)methanol NC=1C=C(C(=NC1C1=CC=CC=C1)C1=CC=C(C=C1)CO)C